BrC=1C=C(C=CC1)C[C@@H](C(=O)OC)NC(=O)OC(C)(C)C methyl (2S)-3-(3-bromophenyl)-2-[(tert-butoxycarbonyl) amino]propanoate